C1=CNC=2C=CC3=C(C12)C=CC=C3 3H-Benzo[e]indol